N-methyl-pyrimidinone CN1C(N=CC=C1)=O